7-(2,6-bis(benzyloxy)pyridin-3-yl)-3,4-dihydroisoquinoline-2(1H)-carboxylic acid tert-butyl ester C(C)(C)(C)OC(=O)N1CC2=CC(=CC=C2CC1)C=1C(=NC(=CC1)OCC1=CC=CC=C1)OCC1=CC=CC=C1